5-((5-(4-(4-isopropylbenzyl)piperazine-1-carbonyl)-4-methyl-1H-1,2,3-triazol-1-yl)methyl)-N-(4-(trifluoromethyl)phenyl)pyridine C(C)(C)C1=CC=C(CN2CCN(CC2)C(=O)C2=C(N=NN2CC=2C=CCN(C2)C2=CC=C(C=C2)C(F)(F)F)C)C=C1